(R)-3-methyloctahydro-2H-pyrazino[1,2-a]pyrazine-2-carboxylate C[C@H]1N(CC2N(C1)CCNC2)C(=O)[O-]